2-fluoro-N-(1-(3-fluoropropyl)azetidin-3-yl)-6-((6S,8R)-8-methyl-7-(2,2,2-trifluoroethyl)-6,7,8,9-tetrahydro-3H-pyrazolo[4,3-J]isoquinolin-6-yl)pyridin-3-amine FC1=NC(=CC=C1NC1CN(C1)CCCF)[C@@H]1C(C2[C@H](CN=C3C2(C=C1)CN=N3)C)CC(F)(F)F